(S)-N-(chroman-4-yl)-3-(2,3-dichlorophenyl)-7-morpholinothieno[3,2-b]pyridine-6-carboxamide O1CC[C@@H](C2=CC=CC=C12)NC(=O)C=1C(=C2C(=NC1)C(=CS2)C2=C(C(=CC=C2)Cl)Cl)N2CCOCC2